OCC(CCC)=O alpha-Hydroxypentanon